CC(C)(C1=CC=C(C=C1)O)C1=CC=C(C=C1)O 4,4'-Propan-2,2-diyldiphenol